O1COC2=C1C=CC(=C2)/C=C/C(=O)N(CCSC)CC (E)-3-(1,3-benzodioxol-5-yl)-N-ethyl-N-(2-methylsulfanyl-ethyl)prop-2-enamide